C1(CC1)COC1=C(C=CC(=N1)C(=O)NC(CC)(CC)COCCCF)N1CC(C1)OC 6-(cyclopropylmethoxy)-N-{3-[(3-fluoropropoxy)methyl]pent-3-yl}-5-(3-methoxyazetidin-1-yl)pyridine-2-carboxamide